NC=1SC2=C(C1C#N)[C@@](CCC2)(C)C2=NC(=NO2)C2=NC(=NC=C2)N2[C@H](CN(CCC2)CC(=O)OC)C methyl 2-[(3S)-4-(4-{5-[(4S)-2-amino-3-cyano-4-methyl-6,7-dihydro-5H-1-benzothiophen-4-yl]-1,2,4-oxadiazol-3-yl}pyrimidin-2-yl)-3-methyl-1,4-diazepan-1-yl]acetate